3-((1-(5-methyl-6-(5-methylpyridin-3-yl)pyrimidin-4-yl)piperidin-4-yl)oxy)benzonitrile CC=1C(=NC=NC1C=1C=NC=C(C1)C)N1CCC(CC1)OC=1C=C(C#N)C=CC1